CC1NC(CC(C1)=O)C 2,6-dimethylpiperidin-4-one